(E)-1-(3-hydroxyphenyl)-3-(4-methylthiazol-5-yl)prop-2-en-1-one OC=1C=C(C=CC1)C(\C=C\C1=C(N=CS1)C)=O